ONC(=O)[C@@H]1N(CCC[C@@]1(C)O)S(=O)(=O)C1=CC=C(C=C1)OCC1=C(C=C(C=C1)F)Cl (2R,3R)-1-[4-(2-chloro-4-fluoro-benzyloxy)-benzenesulfonyl]-3-hydroxy-3-methyl-piperidine-2-carboxylic acid hydroxyamide